CP(C1=C2N=CC=NC2=CC=C1NC=1C2=C(N=C(N1)NC1=CC(=C(C=3CCOC31)N3CCN(CC3)C)C=3C=NN(C3)C)NC=C2)(C)=O Dimethyl-(6-((2-((5-(1-methyl-1H-pyrazol-4-yl)-4-(4-methylpiperazin-1-yl)-2,3-dihydrobenzofuran-7-yl)amino)-7H-pyrrolo[2,3-d]pyrimidin-4-yl)amino)quinoxalin-5-yl)phosphine oxide